1-(1-bromoethyl)-4-bromocyclohexane BrC(C)C1CCC(CC1)Br